Cl.O[C@H]1CN(C[C@@H]1O)C[C@H](C)NC(=O)C1=CC=CN2C1=NC=1C3=C(C=CC1C2=O)C=CC=C3 N-((S)-1-((3S,4S)-3,4-dihydroxy-pyrrolidin-1-yl)propan-2-yl)-7-oxo-7H-benzo[h]pyrido[2,1-b]quinazoline-12-carboxamide hydrochloride